N1=C(C=CC=C1)C=1N=C(SC1)NC(=O)C1=CC=C(C(=O)NCCCCCNC(OC(C)(C)C)=O)C=C1 tert-butyl (5-(4-((4-(pyridin-2-yl)thiazol-2-yl)carbamoyl)benzamido)pentyl)carbamate